COC1=NC=NC=C1CCCO 3-(4-methoxypyrimidin-5-yl)propanol